NCC=1C=C(C=CC1)N1N=C(C=C1C(=O)NC1=CC(=CC=C1)C1C2=C(NC(O1)=O)C=CC=C2)C(F)(F)F 1-(3-(aminomethyl)phenyl)-N-(3-(2-oxo-2,4-dihydro-1H-benzo[d][1,3]Oxazin-4-yl)phenyl)-3-(trifluoromethyl)-1H-pyrazole-5-carboxamide